5,6-dihydro-[1,2,4]triazolo[4,3-a]pyrazine N=1N=CN2C1C=NCC2